FC1=C(C(=O)O)C=CC=C1N(C(C1=CC=CC=C1)=O)C 2-fluoro-3-(N-methylbenzamido)benzoic acid